3-(1-(1-(5,7-difluoroquinolin-6-yl)ethyl)-1H-imidazo[4,5-b]pyrazin-6-yl)-N,N-dimethylaniline FC1=C2C=CC=NC2=CC(=C1C(C)N1C=NC=2C1=NC(=CN2)C=2C=C(N(C)C)C=CC2)F